4-((6-chloro-2-(trifluoromethyl)pyrimidine-4-yl)amino)piperidine-1-carboxylic acid tert-butyl ester C(C)(C)(C)OC(=O)N1CCC(CC1)NC1=NC(=NC(=C1)Cl)C(F)(F)F